2,6-bis((S)-4-isobutyl-4,5-dihydrooxazol-2-yl)pyridine C(C(C)C)[C@@H]1N=C(OC1)C1=NC(=CC=C1)C=1OC[C@@H](N1)CC(C)C